FC1=C(OC2=C(C(=C(C=C2)NC(=O)C=2N=C(SC2)C2=CN=NC=C2)N(CCNC)C)C(F)(F)F)C=CC=C1 N-(4-(2-fluorophenoxy)-2-(methyl(2-(methylamino)ethyl)amino)-3-(trifluoromethyl)phenyl)-2-(pyridazin-4-yl)thiazole-4-carboxamide